[4-(3,6-diphenyl-9H-carbazol-9-yl)butyl]phosphonic acid C1(=CC=CC=C1)C=1C=CC=2N(C3=CC=C(C=C3C2C1)C1=CC=CC=C1)CCCCP(O)(O)=O